2-((((((S)-1-(cyclobutylmethoxy)-1-oxopropan-2-yl) amino) (phenoxy) phosphoryl) oxy) methyl)Tetrahydrofuran-3,4-diyl diacetate C(C)(=O)OC1C(OCC1OC(C)=O)COP(=O)(OC1=CC=CC=C1)N[C@H](C(=O)OCC1CCC1)C